N-(9-aminononyl)-2-(3-(6,7-dichloro-2-(2-hydroxyacetyl)-2,3,4,5-tetrahydro-1H-pyrido[4,3-b]indol-9-yl)-1H-pyrazol-1-yl)acetamide NCCCCCCCCCNC(CN1N=C(C=C1)C=1C=2C3=C(NC2C(=C(C1)Cl)Cl)CCN(C3)C(CO)=O)=O